FC(C(=O)N(C)CCCO)(F)C=1C=C(C(=O)NC2=CC(=C(C=C2)F)F)C=CC1F 3-(1,1-difluoro-2-((3-hydroxypropyl)(methyl)amino)-2-oxoethyl)-N-(3,4-difluorophenyl)-4-fluorobenzamide